C1(=CC=CC=C1)[N-]C1=CC=CC=C1.[Li+] lithium diphenylamide